3-{1-[3-(2-Chloro-4-fluorophenyl)propyl]-3-[(dimethylamino)methyl]-4-hydroxypiperidin-4-yl}benzamide ClC1=C(C=CC(=C1)F)CCCN1CC(C(CC1)(O)C=1C=C(C(=O)N)C=CC1)CN(C)C